(S)-N-(5-(1-(5-(6-ethoxypyrazin-2-yl)thiazol-2-yl)pyrrolidin-2-yl)pyridin-3-yl)cyclopropanesulfonamide C(C)OC1=CN=CC(=N1)C1=CN=C(S1)N1[C@@H](CCC1)C=1C=C(C=NC1)NS(=O)(=O)C1CC1